[W].[Sr].FC1(CC(C1)N1C=CC=2C1=NC(=CC2CN2CCCC2)C=2C=C1CN(C(C1=CC2)=O)C2C(NC(CC2)=O)=O)F 3-(5-(1-(3,3-difluorocyclobutyl)-4-(pyrrolidin-1-ylmethyl)-1H-pyrrolo[2,3-b]pyridin-6-yl)-1-oxoisoindolin-2-yl)piperidine-2,6-dione strontium-tungsten